5-thiophenecarboxaldehyde S1C=CC=C1C=O